(R)-7-fluoro-1,3-dihydrospiro[indene-2,4'-piperidine]-1-amine FC=1C=CC=C2CC3(CCNCC3)[C@H](C12)N